(R)-5-(3-Fluoroimidazo[1,2-a]pyridin-6-yl)-N-(1,1,1-trifluoropropan-2-yl)-7H-pyrrolo[2,3-d]pyrimidin-2-amine FC1=CN=C2N1C=C(C=C2)C2=CNC=1N=C(N=CC12)N[C@@H](C(F)(F)F)C